C(C)(C)(C)OC(=O)N1C[C@@H](N(CC1)CC=1SC(=NN1)C)C (S)-3-methyl-4-((5-methyl-1,3,4-thiadiazole-2-yl)methyl)piperazine-1-carboxylic acid tert-butyl ester